6-(3-isopropyl-5-(piperidin-4-yl)-1H-indol-2-yl)-3,8-dimethyl-[1,2,4]triazolo[4,3-a]pyridine C(C)(C)C1=C(NC2=CC=C(C=C12)C1CCNCC1)C=1C=C(C=2N(C1)C(=NN2)C)C